2-(3-bromo-1-methyl-1H-pyrrolo[2,3-b]pyridine-5-carboxamido)-2-methylpropyl 2-(trifluoromethyl)benzoate FC(C1=C(C(=O)OCC(C)(C)NC(=O)C=2C=C3C(=NC2)N(C=C3Br)C)C=CC=C1)(F)F